(5R,6R)-5-Hydroxy-6-((S)-5H-imidazo[5,1-a]isoindol-5-yl)-5,6,7,8-tetrahydrochinolin-2-carboxamid O[C@H]1C=2C=CC(=NC2CC[C@@H]1[C@@H]1N2C(C3=CC=CC=C13)=CN=C2)C(=O)N